ClC1=CC2=C(C(C3=C(N(S2(=O)=O)C)C=CC=C3)NCCCCC(=O)O)C=C1 5-((3-Chloro-6-methyl-5,5-dioxido-6,11-dihydrodibenzo[c,f][1,2]thiazepin-11-yl)amino)pentanoic acid